OC(=O)CCCC[C@@H]1SC[C@@H]2NC(=O)N[C@H]12 biotin